diammonium hydrogen phosphate diammonium phosphate P(=O)([O-])([O-])[O-].[NH4+].[NH4+].P(=O)(O)([O-])O.[NH4+].[NH4+]